NC(/C=C/CC[C@@H](C(=O)NC=1C(N(C=CC1)CC=1SC2=C(N1)C=CC=C2OCC2=C(C=C(C=C2)F)F)=O)NC(OC(C)(C)C)=O)=O tert-butyl (S,E)-(7-amino-1-((1-((7-((2,4-difluorobenzyl)oxy)benzo[d]thiazol-2-yl)methyl)-2-oxo-1,2-dihydropyridin-3-yl)amino)-1,7-dioxohept-5-en-2-yl)carbamate